3-(3-(1-ethyl-3-(3-hydroxy-2,2-dimethylpropyl)-2-(2-((S)-1-methoxyethyl)pyridin-3-yl)-1H-indol-5-yl)-5-(fluoromethyl)phenyl)propanoate C(C)N1C(=C(C2=CC(=CC=C12)C=1C=C(C=C(C1)CF)CCC(=O)[O-])CC(CO)(C)C)C=1C(=NC=CC1)[C@H](C)OC